C(C(=C)CC(=O)O)(=O)O.C(C(=C)CC(=O)O)(=O)O.OCC(CO)(CO)CO pentaerythritol diitaconate